CC(C(=O)OC(C(O)C(O)CC(CCl)O)CC(CCl)O)C1=C(C=CC=C1C1=CC(=NC=C1)OCCN(C1CN(CCC1)S(N)(=O)=O)C)C(C)C bis(3-chloro-2-hydroxypropyl)glycerol methyl-2-(2-isopropyl-6-(2-(2-(methyl(1-sulfamoylpiperidin-3-yl)amino)-ethoxy)pyridin-4-yl)phenyl)acetate